7-bromo-2-chloro-8-iodo-5-methyl-[1,2,4]triazolo[1,5-a]pyridine BrC1=C(C=2N(C(=C1)C)N=C(N2)Cl)I